C(C=CC)(=O)OCCCCCCCC octyl butenoate